Cl.N1=C(C=CC=C1)C#CC1(CCNCC1)O 4-(pyridin-2-ylethynyl)piperidin-4-ol hydrochloride